N1(CCCCC1)CCNC1=CC=C(C(=O)N)C=C1 4-((2-(piperidin-1-yl)ethyl)amino)-benzamide